2-(2-Chlorophenyl)-2,2-bis(4-fluorophenyl)-N-hydroxyacetamidine ClC1=C(C=CC=C1)C(C(=N)NO)(C1=CC=C(C=C1)F)C1=CC=C(C=C1)F